(3,6-dichloro-1,2,4-triazin-5-yl)-2,6-diazaspiro[3.4]octane-2-carboxylic acid tert-butyl ester C(C)(C)(C)OC(=O)N1C(C2(C1)CNCC2)C=2N=C(N=NC2Cl)Cl